11-(Benzyloxy)-2,6,6-trimethyl-3a,6,7,12b-tetrahydro-1H,5H-pyrazolo[1,2-a]pyrrolo[3,4-c]cinnoline-1,3,5(2H)-trione C(C1=CC=CC=C1)OC1=CC=2C3C(N4N(C2C=C1)CC(C4=O)(C)C)C(N(C3=O)C)=O